C(CCCCCCC)C=1C(=C(C(C(=O)O)=CC1)C(=O)O)CCCCCCCC.C(C=1C(C(=O)O)=CC=CC1)(=O)O phthalate (dioctyl phthalate)